OC1=CC=C2C[C@H](NC2=C1)CNC(=O)[C@H]1[C@@](C1)(C1=CC=CC=C1)C (1R,2R)-N-(((S)-6-hydroxyindolin-2-yl)methyl)-2-methyl-2-phenylcyclopropane-1-carboxamide